(Z)-3-((3-butyl-2-(2-fluoroethyl)-7-(methylthio)-1,1-dioxido-5-phenyl-2,3,4,5-tetrahydrobenzo[f][1,2,5]thiadiazepin-8-yl)oxy)-2-fluoroacrylic acid C(CCC)C1N(S(C2=C(N(C1)C1=CC=CC=C1)C=C(C(=C2)O\C=C(\C(=O)O)/F)SC)(=O)=O)CCF